N[C@H]1[C@@H]2N(C[C@H]1CC2)C(=O)C2=CC1=C(N(C(=N1)C1=CC3=C(N1CC1CC1)C=C(S3)C=3C=NNC3)C)C(=C2)OC ((1R,4R,7R)-7-amino-2-azabicyclo[2.2.1]heptan-2-yl)(2-(4-(cyclopropylmethyl)-2-(1H-pyrazol-4-yl)-4H-thieno[3,2-b]pyrrol-5-yl)-7-methoxy-1-methyl-1H-benzo[d]imidazol-5-yl)methanone